C(C=CC1=CC=CC=C1)(=O)C(CC1=CC=CC=C1)CC1=CC=CC=C1 2-cinnamoyl-1,3-diphenylpropane